[Cl-].C(=O)(P(C1=CC=CC=C1)(C1=CC=CC=C1)C1=CC=CC=C1)P(C1=CC=CC=C1)(C1=CC=CC=C1)C1=CC=CC=C1.[Rh+3].[Cl-].[Cl-] rhodium carbonylbis(triphenylphosphine) chloride